BrC1=CC(=C(S1)C)S(=O)(=O)Cl 5-bromo-2-methylthiophene-3-sulfonyl chloride